NC1=NC(=C2N=CN(C2=N1)CC(=O)NC1=CC(=NN1CC)C)NC1=CC=C(C=C1)C(=O)OC 2-(2-amino-6-((4-methoxycarbonylphenyl)amino)-9H-purin-9-yl)-N-(1-ethyl-3-methyl-1H-pyrazol-5-yl)acetamide